C(C)(C)N1N=NC2=C1C=CC(=C2)C2=NOC(=N2)C2=NC=CC=C2C 3-(1-isopropyl-1H-benzo[d][1,2,3]triazol-5-yl)-5-(3-methylpyridin-2-yl)-1,2,4-oxadiazole